tert-butyl N-[1-[[4-[[2-amino-4-(pentylamino)pyrrolo[3,2-d]pyrimidin-5-yl]methyl]-3-methoxy-phenyl]methyl]azetidin-3-yl]-N-methyl-carbamate NC=1N=C(C2=C(N1)C=CN2CC2=C(C=C(C=C2)CN2CC(C2)N(C(OC(C)(C)C)=O)C)OC)NCCCCC